2-(4-aminophenyl)-1-cyclobutyl-5,7-difluoro-1H-indole-6-carbonitrile NC1=CC=C(C=C1)C=1N(C2=C(C(=C(C=C2C1)F)C#N)F)C1CCC1